FC(OC1=C(C=C(C=C1)OC=1C=NN(C1C)C)C1=NN(C=C1NC(=O)C=1C=NN2C1N=CC=C2)C)F N-[3-[2-(difluoromethoxy)-5-(1,5-dimethylpyrazol-4-yl)oxy-phenyl]-1-methyl-pyrazol-4-yl]pyrazolo[1,5-a]pyrimidine-3-carboxamide